2-(4-methoxybenzyl)benzothiazole COC1=CC=C(CC=2SC3=C(N2)C=CC=C3)C=C1